3-(trimethoxysilyl)-propyl acrylate C(C=C)(=O)OCCC[Si](OC)(OC)OC